dibenzyl-indole C(C1=CC=CC=C1)C1=C(NC2=CC=CC=C12)CC1=CC=CC=C1